Cl.C(CCCCCCCCC)N decylamine HCl